C1C(O1)CC(C(C(C(CC2CO2)(F)F)(F)F)(F)F)(F)F 1,4-bis(2',3'-epoxypropyl)perfluorobutane